1,4-diethyleneglycol C(COC(C)O)O